3-(5-hydroxy-2-((2-(2-methoxyphenyl)pyrimidin-4-yl)methoxy)phenyl)propanoate OC=1C=CC(=C(C1)CCC(=O)[O-])OCC1=NC(=NC=C1)C1=C(C=CC=C1)OC